1,4-Diphenylcyclohexan C1(=CC=CC=C1)C1CCC(CC1)C1=CC=CC=C1